(+)-11'-Benzyl-9'-chloro-1-(4-methylbenzyl)-5',11'-dihydrospiro[indoline-3,6'-indolo[3,2-c]quinolin]-2-one C(C1=CC=CC=C1)N1C2=CC(=CC=C2C=2C3(NC4=CC=CC=C4C21)C(N(C2=CC=CC=C23)CC2=CC=C(C=C2)C)=O)Cl